4'-methyl-2,2'-bipyridin-4-yl CC1=CC(=NC=C1)C1=NC=CC(=C1)*